NC=1C2=C(N=CN1)N(C=C2)[C@@H]2O[C@@H]([C@H]([C@H]2O)O)[C@H]2OCCC1=C2SC(=C1)Cl (2R,3R,4S,5S)-2-(4-amino-7H-pyrrolo[2,3-d]pyrimidin-7-yl)-5-((R)-2-chloro-4,7-dihydro-5H-thieno[2,3-c]pyran-7-yl)tetrahydrofuran-3,4-diol